C1(CCC1)N([C@H]1CN(CC1)C1=CC=C(N=N1)C1=C(C=C(C(=C1)F)C=1C=NNC1)O)C 2-{6-[(3R)-3-[cyclobutyl(methyl)amino]pyrrolidin-1-yl]pyridazin-3-yl}-4-fluoro-5-(1H-pyrazol-4-yl)phenol